ClC=1C2=C(N=CN1)N(C(C(=C2)C2(CC2)C#N)=O)CCCCCC=C 1-(4-chloro-8-(hept-6-en-1-yl)-7-oxo-7,8-dihydropyrido[2,3-d]pyrimidin-6-yl)cyclopropane-1-carbonitrile